P(OC1=C(C=C(C=C1)C(C)(C)C)C(C)(C)C)(OC1=C(C=C(C=C1)C(C)(C)C)C(C)(C)C)OC bis(2,4-di-tert-butylphenyl) methyl phosphite